(4-fluorophenyl)(4-(((1r,4r)-4-(hydroxymethyl)cyclohexyl)amino)-2-((3-methoxy-1-(1-methylpiperidin-4-yl)-1H-pyrazol-4-yl)amino)-7H-pyrrolo[2,3-d]pyrimidin-5-yl)methanone FC1=CC=C(C=C1)C(=O)C1=CNC=2N=C(N=C(C21)NC2CCC(CC2)CO)NC=2C(=NN(C2)C2CCN(CC2)C)OC